C1(OC(=C(I)O1)I)=O 1,2-diiodovinylene carbonate